methyl 3-(9-((4-(((tert-butoxycarbonyl)amino)methyl)-2,6-dimethylphenyl)carbamoyl)-4,5-dihydrobenzo[b]thieno[2,3-d]oxepin-8-yl)-6-((1-methylcyclopentyl)carbamoyl)picolinate C(C)(C)(C)OC(=O)NCC1=CC(=C(C(=C1)C)NC(=O)C1=CC2=C(OCCC3=C2SC=C3)C=C1C=1C(=NC(=CC1)C(NC1(CCCC1)C)=O)C(=O)OC)C